n-Tricosan CCCCCCCCCCCCCCCCCCCCCCC